2-(2-methylthiazol-5-yl)-N-[(4R)-1,3,4,5-tetrahydrobenzo[cd]indol-4-yl]-7,8-dihydro-6H-pyrimido[5,4-b][1,4]oxazin-4-amine CC=1SC(=CN1)C=1N=C(C=2OCCNC2N1)N[C@@H]1CC=2C=3C(=CNC3C=CC2)C1